4-[4-(3-azabicyclo[3.2.1]octan-3-yl)-8-fluoro-2-{[(2R,7aS)-2-fluorotetrahydro-1H-pyrrolizin-7a(5H)-yl]methoxy}pyrido[4,3-d]pyrimidin-7-yl]-5-ethynyl-6-fluoronaphthalen-2-ol C12CN(CC(CC1)C2)C=2C1=C(N=C(N2)OC[C@]23CCCN3C[C@@H](C2)F)C(=C(N=C1)C1=CC(=CC2=CC=C(C(=C12)C#C)F)O)F